[Al].[N+](=O)(O)[O-] nitric acid aluminium